tert-butyl [(Z)-[(tert-butoxycarbonyl)amino]{[2-hydroxy-2-(4-hydroxyphenyl)ethyl]amino}methylidene]carbamate C(C)(C)(C)OC(=O)N\C(\NCC(C1=CC=C(C=C1)O)O)=N/C(OC(C)(C)C)=O